C1=2C=CC(=CC2CC1)CO (4-bicyclo[4.2.0]octa-1(6),2,4-trienyl)methanol